2,6-dichloro-5-fluoro-3-pyridinecarboxylic acid ClC1=NC(=C(C=C1C(=O)O)F)Cl